FC1C(C1)C(=O)NC=1N=C2N(C=C(C=C2)C2=C(C(=CC=C2)F)C=2OC=CC2)C1 2-fluoro-N-(6-(3-fluoro-2-(furan-2-yl)phenyl)imidazo[1,2-a]pyridin-2-yl)cyclopropanecarboxamide